Cl.Cl.N(=NC(C)(C)C=1NCCN1)C(C)(C)C=1NCCN1 2,2'-azobis{2-(imidazolin-2-yl)propane} dihydrochloride